COC(\C(=C\C(=O)O)\CC(=O)N1CCOCC1)=O 2-morpholin-4-yl-2-oxoethyl-(2E)-but-2-ene-1,4-dioic acid methyl ester